5-chloro-2-(4-methoxy-2-methylphenyl)-1-methylpyrrolo[2,3-c]pyridine ClC=1C=C2C(=CN1)N(C(=C2)C2=C(C=C(C=C2)OC)C)C